C(COCCS)OCCS 2,2'-(1,2-ethanediyldioxy)diethyl mercaptan